dodecyl (1-((2S,5R)-2-((((dodecyloxy)carbonyl)oxy)methyl)-1,3-oxathiolan-5-yl)-5-fluoro-2-oxo-1,2-dihydropyrimidin-4-yl)carbamate C(CCCCCCCCCCC)OC(=O)OC[C@H]1O[C@H](CS1)N1C(N=C(C(=C1)F)NC(OCCCCCCCCCCCC)=O)=O